CC(C=O)(CN(C(C)C)C)C 2,2-DIMETHYL-3-[METHYL(PROPAN-2-YL)AMINO]PROPANAL